2-nitro-5-(2,2,2-trifluoroethoxy)benzoic acid [N+](=O)([O-])C1=C(C(=O)O)C=C(C=C1)OCC(F)(F)F